6-[4-[(S or R)-(3,4-Dimethoxyphenyl)-phenyl-methyl]piperidine-1-carbonyl]-4H-1,4-benzoxazin-3-one COC=1C=C(C=CC1OC)[C@@H](C1CCN(CC1)C(=O)C=1C=CC2=C(NC(CO2)=O)C1)C1=CC=CC=C1 |o1:10|